9-benzyl-2,7-dichloro-9H-fluorene C(C1=CC=CC=C1)C1C2=CC(=CC=C2C=2C=CC(=CC12)Cl)Cl